1,4-diisocyanato-2,3-dimethylbutane N(=C=O)CC(C(CN=C=O)C)C